COCCN(CCOC)CC1=CC=C(C=C1)B(O)O (4-([BIS(2-METHOXYETHYL)AMINO]METHYL)PHENYL)BORANEDIOL